N1CCCC2=CN=CC=C12 1,3-Dihydro-1,6-naphthyridine